benzyl-pentafluoroethylselenium C(C1=CC=CC=C1)[Se]C(C(F)(F)F)(F)F